ClC1=NN(C=C1C(C(=O)N)(C)S(=O)(=O)C)C=1C=NC=CC1 [3-Chloro-1-(3-pyridinyl)-1H-pyrazol-4-yl]-2-(methylsulfonyl)-propanamid